SC=1N(C(=NN1)CC(C)C=1C=C2C(=NC1)CNC2=O)C 3-(1-(5-Mercapto-4-methyl-4H-1,2,4-triazol-3-yl)propan-2-yl)-6,7-dihydro-5H-pyrrolo[3,4-b]pyridin-5-one